2-(4-cyanophenylamino)acetic acid C(#N)C1=CC=C(C=C1)NCC(=O)O